C12(CC(C1)C2)C2=NC(=NC=C2)Cl (bicyclo[1.1.1]pent-1-yl)-2-chloropyrimidine